Tert-butyl-(1-(4-(4-methylthiazol-5-yl) phenyl) ethyl) carbamate C(N)(OC(CC(C)(C)C)C1=CC=C(C=C1)C1=C(N=CS1)C)=O